C(CCC)=O 1-Butanone